2-(2-Bromopyridin-3-yl)acetic acid BrC1=NC=CC=C1CC(=O)O